NC1=C2C(=NC=N1)N(N=C2I)C(C)C=2OC(C1=CC=CC=C1C2C2=CC(=C(C=C2)F)CN2CCN(CC2)C)=O 3-(1-{4-Amino-3-iodo-1H-pyrazolo[3,4-d]pyrimidin-1-yl}ethyl)-4-{4-fluoro-3-[(4-methylpiperazin-1-yl)methyl]phenyl}-1H-isochromen-1-one